4-(3-chlorophenyl)-N-(4-cyano-2-fluoro-phenyl)-1H-pyrrole-3-sulfonamide ClC=1C=C(C=CC1)C=1C(=CNC1)S(=O)(=O)NC1=C(C=C(C=C1)C#N)F